NC1=CC=C(C=C1)C1=CC(=C(C=C1C1=CC=C(C=C1)N)N)N 4,5-bis(4-aminophenyl)-1,2-phenylenediamine